CC1=C(C=CC=C1)C1=CC=C(C=C1)C(F)(F)F 2-methyl-4'-(trifluoromethyl)-1,1'-biphenyl